di-tert-butylphenyl-silicon C(C)(C)(C)[Si](C1=CC=CC=C1)C(C)(C)C